The molecule is hexaanion of phosphoethanolamine-Kdo2-lipid A having anionic carboxy and phosphate groups and a protonated primary amino group; major species at pH 7.3. It is a conjugate base of a phosphoethanolamine-Kdo2-lipid A. CCCCCCCCCCCCCC(=O)O[C@H](CCCCCCCCCCC)CC(=O)O[C@@H]1[C@H]([C@@H](O[C@@H]([C@H]1OP(=O)([O-])[O-])CO[C@@]2(C[C@H]([C@H]([C@H](O2)[C@@H](CO)O)O)O[C@@]3(C[C@H]([C@H]([C@H](O3)[C@@H](CO)OP(=O)([O-])OCC[NH3+])O)O)C(=O)[O-])C(=O)[O-])OC[C@@H]4[C@H]([C@@H]([C@H]([C@H](O4)OP(=O)([O-])[O-])NC(=O)C[C@@H](CCCCCCCCCCC)O)OC(=O)C[C@@H](CCCCCCCCCCC)O)O)NC(=O)C[C@@H](CCCCCCCCCCC)OC(=O)CCCCCCCCCCC